N-[3-[2-(difluoromethoxy)-5-isopropylsulfanyl-phenyl]-1-[[2-[1-(1-methyl-4-piperidyl)azetidin-3-yl]tetrazol-5-yl]methyl]pyrazol-4-yl]pyrazolo[1,5-a]pyrimidine-3-carboxamide FC(OC1=C(C=C(C=C1)SC(C)C)C1=NN(C=C1NC(=O)C=1C=NN2C1N=CC=C2)CC=2N=NN(N2)C2CN(C2)C2CCN(CC2)C)F